(7S)-10-(4-Chlorophenyl)-8-cyclopropyl-7-methyl-7,8-dihydropyrido[2',3':4,5]pyrrolo[1,2-a]pyrazin-9(6H)-one ClC1=CC=C(C=C1)C=1C2=C(N3C1C(N([C@H](C3)C)C3CC3)=O)C=CC=N2